5-ethoxyspiro[2.3]hexane-1-carboxamide C(C)OC1CC2(CC2C(=O)N)C1